C(C)(C)NC(O[C@H]1C[C@H](CC1)C1=CC(=NN1)NC(=O)[C@@H]1CC2=C(C=C(C(=C2C1)C=O)O)OC)=O (1R,3S)-3-(3-((S)-4-formyl-5-hydroxy-7-methoxy-2,3-dihydro-1H-indene-2-carboxamido)-1H-pyrazol-5-yl)cyclopentyl isopropylcarbamate